benzyl-N,N-dimethylanilinium tris(pentafluorophenyl)borate FC1=C(C(=C(C(=C1OB(OC1=C(C(=C(C(=C1F)F)F)F)F)OC1=C(C(=C(C(=C1F)F)F)F)F)F)F)F)F.C(C1=CC=CC=C1)[N+](C1=CC=CC=C1)(C)C